C(C1=CC=CC=C1)N1C(C=C(C2=CN=C(C(=C12)F)Cl)N1C[C@H]2CC[C@@H](C1)N2C(=O)OC(C)(C)C)=O Tert-butyl (1R,5S)-3-(1-benzyl-7-chloro-8-fluoro-2-oxo-1,2-dihydro-1,6-naphthyridin-4-yl)-3,8-diazabicyclo[3.2.1]octane-8-carboxylate